NC=1C(=CC(=C(C(=O)N[C@H]2CN(CC[C@@H]2F)C(=O)OC(C)(C)C)C1)F)N[C@H]1[C@@H](C1)C(F)F Tert-butyl (3S,4S)-3-(5-amino-4-(((1R,2R)-2-(difluoromethyl) cyclopropyl) amino)-2-fluorobenzamido)-4-fluoropiperidine-1-carboxylate